d-aspartamide N[C@H](CC(=O)N)C(=O)N